CC=1/C(/C2=CC=CC=C2C1CCC1=NN=NN1)=C/C1=CC=C(C=C1)OC1=CC2=CC=CC=C2C=C1 5-{2-[(1Z)-2-methyl-1-{[4-(naphthalen-2-yloxy)phenyl]methylene}-1H-inden-3-yl]ethyl}-1H-1,2,3,4-tetrazole